2-Chloro-4-((3S)-8-(4-(4-((4-(4-((2,6-dioxo-piperidin-3-yl)amino)phenyl)piperidin-1-yl)-methyl)piperidine-1-carbonyl)phenyl)-3-methyl-2,8-diazaspiro[4.5]decan-2-yl)benzonitrile ClC1=C(C#N)C=CC(=C1)N1CC2(C[C@@H]1C)CCN(CC2)C2=CC=C(C=C2)C(=O)N2CCC(CC2)CN2CCC(CC2)C2=CC=C(C=C2)NC2C(NC(CC2)=O)=O